glycerol trimethacrylate C(C(=C)C)(=O)OCC(OC(C(=C)C)=O)COC(C(=C)C)=O